1-(4-hydroxypiperidin-1-yl)-2-{4-[(2-{3-[(4-methane-sulfonylphenyl)-amino]prop-1-yn-1-yl}-1-(2,2,2-trifluoroethyl)-1H-indol-4-yl)amino]piperidin-1-yl}ethan-1-one OC1CCN(CC1)C(CN1CCC(CC1)NC1=C2C=C(N(C2=CC=C1)CC(F)(F)F)C#CCNC1=CC=C(C=C1)S(=O)(=O)C)=O